COC1=NC=C(C(=N1)B(O)O)OC 2,5-DIMETHOXYPYRIMIDIN-4-YLBORONIC ACID